IC1=CC=C2C=NN(C2=C1)C1=C2C(=NC=C1)NC=C2 6-iodo-1-(1H-pyrrolo[2,3-b]pyridin-4-yl)-1H-indazole